(R)-1-(2,4-difluorophenyl)ethane-1-amine FC1=C(C=CC(=C1)F)[C@@H](C)N